N=C1SSC=N1 3-Imino-3H-1,2,4-dithiazole